N1C[C@@H](CC1)CON1C(C2=CC=CC=C2C1=O)=O ((R)-pyrrolidin-3-ylmethoxy)isoindoline-1,3-dione